BrC=1C=CC(=C(C1)C1=NOC(=C1)CO)OC (3-(5-bromo-2-methoxyphenyl)isoxazole-5-yl)methanol